NC1=C(C(=C(C2=CC=CC=C12)OC1=NC=CC=C1C1=NC(=NC=C1)N[C@@H]1CN(C[C@@H](C1)C)C(=O)OC(C)(C)C)C)F tert-butyl (3S,5R)-3-((4-(2-((4-amino-3-fluoro-2-methylnaphthalen-1-yl) oxy) pyridin-3-yl) pyrimidin-2-yl) amino)-5-methylpiperidine-1-carboxylate